C(C)(C)(C)C1=C(C(=CC(=C1)C)CC1=C(C(=CC(=C1)C)CCCC)O)OC(C=C)=O 2-t-butyl-6-(3-butyl-2-hydroxy-5-methylbenzyl)-4-methylphenylacrylate